C(C1=CC=CC=C1)(=O)OC1C(C)O1 3-epoxypropyl benzoate